C1(CCC1)CN(C(=O)OCC1=C(N=NN1C)C1=CC=C(C(=N1)C)O[C@H]1[C@@H]2[C@@H]([C@@H]2CC1)C(=O)OCC)C |&1:26| (±)-Ethyl (1S,2R,5R)-2-((6-(5-((((cyclobutylmethyl)(methyl)carbamoyl)oxy) methyl)-1-methyl-1H-1,2,3-triazol-4-yl)-2-methylpyridin-3-yl)oxy)bicyclo[3.1.0]hexane-6-carboxylate